(S)-(5-tert-butyloxazolidinediyl)ferrocene C(C)(C)(C)[C@H]1CNC(O1)=[Fe+2].[CH-]1C=CC=C1.[CH-]1C=CC=C1